C(C1=CC=CC=C1)N1C([C@@](NCC1)(C)COC)=O (R)-1-benzyl-3-(methoxymethyl)-3-methylpiperazin-2-one